C(CC=C)C=1NC=C(N1)C(F)(F)F 2-but-3-enyl-4-(trifluoromethyl)-1H-imidazole